FC1=CC=C2C(=CNC(C2=C1F)=O)C(C)N(C(=O)C=1NC(C=CC1)=O)C N-(1-(7,8-difluoro-1-oxo-1,2-dihydroisoquinolin-4-yl)ethyl)-N-methyl-6-oxo-1,6-dihydropyridine-2-carboxamide